(2E)-methyl-2-hexenoate COC(\C=C\CCC)=O